1-((1-cyanocyclopropyl)methyl)-1H-indazole-3-carboxylic acid C(#N)C1(CC1)CN1N=C(C2=CC=CC=C12)C(=O)O